C1COCCN1CC(=O)O N-(2-carboxymethyl)-morpholine